C(#N)C=1C2=C(SC1)C=C(C=C2)NC(=O)[C@H]2N([C@H]1C[C@]1(C2)C)C(CNC(C2=CC=C(C=C2)OC2=CC=CC=C2)=O)=O (1S,3S,5S)-N-(3-Cyanobenzo[b]thiophen-6-yl)-5-methyl-2-((4-phenoxybenzoyl)glycinyl)-2-azabicyclo[3.1.0]hexane-3-carboxamide